2-chloro-5-(3-fluorophenyl)-1H-pyrrolo[2,3-b]Pyridine ClC1=CC=2C(=NC=C(C2)C2=CC(=CC=C2)F)N1